N1(CCOCC1)C(=O)OC=1C=CC2=C(N(C(=N2)NC(C2=CC(=NC=C2)C)=O)[C@H]2CN(CCCC2)C(C=C)=O)C1Cl (R)-1-(1-acryloylazepan-3-yl)-7-chloro-2-(2-methylisonicotinamido)-1H-benzo[d]imidazol-6-yl morpholine-4-carboxylate